2-((S)-2,2-di((Z)-hexadec-9-en-1-yl)-1,3-dioxolan-4-yl)-N,N-dimethylethane-1-amine C(CCCCCCC\C=C/CCCCCC)C1(OC[C@@H](O1)CCN(C)C)CCCCCCCC\C=C/CCCCCC